γ-aminobutyranilide NCCCC(=O)NC1=CC=CC=C1